(1R)-N-(7-chloro-6-(1-((R)-3,4,4-trimethyltetrahydrofuran-3-yl)piperidin-4-yl)isoquinolin-3-yl)-6-oxaspiro[2.5]octane-1-carboxamide ClC1=C(C=C2C=C(N=CC2=C1)NC(=O)[C@@H]1CC12CCOCC2)C2CCN(CC2)[C@]2(COCC2(C)C)C